1,3-oxazole-5-carboxamide O1C=NC=C1C(=O)N